((2S,3R,6R)-3-(((5-Chloro-3-fluoropyridin-2-yl)amino)methyl)-2,6-dimethylmorpholino)(6-methyl-3-(pyrimidin-2-yl)pyridin-2-yl)methanone ClC=1C=C(C(=NC1)NC[C@@H]1[C@@H](O[C@@H](CN1C(=O)C1=NC(=CC=C1C1=NC=CC=N1)C)C)C)F